4-(2,5-dichlorophenyl)-N-(6-((1,3-dioxoisoindolin-2-yl)methyl)-2,4-dimethylpyridin-3-yl)pyrimidine-2-carboxamide ClC1=C(C=C(C=C1)Cl)C1=NC(=NC=C1)C(=O)NC=1C(=NC(=CC1C)CN1C(C2=CC=CC=C2C1=O)=O)C